1,2,3-tris[(cyano)(4-cyano-2,3,5,6-tetrafluorophenyl)methylene]cyclopropane tert-Butyl-2-(tert-butoxycarbonylamino)-5-fluoro-4,4-dimethylpentanoate C(C)(C)(C)OC(C(CC(CF)(C)C)NC(=O)OC(C)(C)C)=O.C(#N)C(=C1C(C1=C(C1=C(C(=C(C(=C1F)F)C#N)F)F)C#N)=C(C1=C(C(=C(C(=C1F)F)C#N)F)F)C#N)C1=C(C(=C(C(=C1F)F)C#N)F)F